4-fluoro-2-methylpiperidine FC1CC(NCC1)C